O1CCCC2=C1C=C(C=C2)CN[C@H](C(=O)O)CCC(C)(C)C (2S)-2-{[(3,4-dihydro-2H-1-benzopyran-7-yl)methyl]amino}-5,5-dimethylhexanoic acid